C1(CC1)N1C(=NC2=C1C=C(C(=C2)NC=2SC(=NN2)C2=CC(=CC=C2)C#N)OCC)C2=CC=C(C=C2)F N-(1-cyclopropyl-6-ethoxy-2-(4-fluorophenyl)-5-benzimidazolyl)-5-(3-cyanophenyl)-1,3,4-thiadiazol-2-amine